Methyl 4-amino-3-((2-((tert-butoxycarbonyl)(cyclopropyl)amino)ethyl)amino)benzoate NC1=C(C=C(C(=O)OC)C=C1)NCCN(C1CC1)C(=O)OC(C)(C)C